COP(=O)(OC)C(C)C(C(=O)[O-])OC1=C(C=C(C=C1)Cl)Cl 1-(dimethoxyphosphoryl)-ethyl-(2,4-dichlorophenoxy)acetate